BrC1=C(C=CC(=C1F)OC)Cl 2-bromo-1-chloro-3-fluoro-4-methoxy-benzene